1-(4-(3-(4-fluorophenyl)-1H-pyrazol-1-yl)piperidin-1-yl)-2-(4-methyl-1,2,5-oxadiazol-3-yl)ethan-1-one FC1=CC=C(C=C1)C1=NN(C=C1)C1CCN(CC1)C(CC1=NON=C1C)=O